2-Chloro-N-[1-(1,3-thiazol-4-yl)-1H-indazol-4-yl]-5-[({[1-(trifluoromethyl)cyclopropyl]carbonyl}Amino)methyl]benzamide ClC1=C(C(=O)NC2=C3C=NN(C3=CC=C2)C=2N=CSC2)C=C(C=C1)CNC(=O)C1(CC1)C(F)(F)F